C(C)(=O)C1=NN(C2=CC=C(C=C12)C=1C=NC(=NC1)C)CC(=O)N1[C@@H](C[C@H](C1)F)C(=O)NC1=NC(=CC=C1CC#N)Br (2S,4R)-1-(2-(3-acetyl-5-(2-methylpyrimidin-5-yl)-1H-indazol-1-yl)acetyl)-N-(6-bromo-3-(cyanomethyl)pyridin-2-yl)-4-fluoropyrrolidine-2-carboxamide